N1C(=CC2=CC=CC=C12)C1=CC=CC=C1C=C1C(N(C(S1)=NN=C1C(NC2=CC=C(C=C12)Cl)=O)C1=CC=CC=C1)=O 3-(2-(5-(1H-indolbenzylidene)-3-phenyl-4-oxothiazolidine-2-ylidene)hydrazono)-5-chloro-1H-indol-2-one